C1=CC=CC=2N(CC3=C(C#CC21)C=CC=C3)C(CCC(=O)N[C@H](C(NCCOCCOCCOCCOCCOCCOCCOC)=O)CC(=O)OC(C)(C)C)=O tert-Butyl (25S)-25-{[4-(11,12-didehydrodibenzo[b,f]azocin-5(6H)-yl)-4-oxobutanoyl]amino}-24-oxo-2,5,8,11,14,17,20-heptaoxa-23-azaheptacosan-27-oate